Cl.ClC1=NC=C(C(=C1C)OC)C 2-chloro-3,5-dimethyl-4-methoxypyridine hydrochloride